[Li]N1C(=NC(=C1C#N)C#N)C(F)(F)F 1-lithio-2-(trifluoromethyl)-1H-imidazole-4,5-dicarbonitrile